CC1=CC=CC(=N1)C1=NC=CC(=N1)NC1=NC(=NC=C1)NC1=CC=C(C=C1)N1CCN(CC1)CC1CCC(O1)=O 5-[[4-[4-[[4-[[2-(6-methyl-2-pyridyl)pyrimidin-4-yl]amino]pyrimidin-2-yl]amino]phenyl]piperazin-1-yl]methyl]tetrahydrofuran-2-one